CC(C)C R-(+)-2-Methylpropane